NC(C)(C)C1=CC(=NC(=C1)OCC12CC(C1)C2)OC2[C@@H]1CN(C[C@H]21)C(=O)OC(C)(C)C tert-butyl (1R,5S,6s)-6-((4-(2-aminopropan-2-yl)-6-(bicyclo[1.1.1]pentan-1-ylmethoxy)pyridin-2-yl)oxy)-3-azabicyclo[3.1.0]hexane-3-carboxylate